N1CC(C1)C1(CC1)N(C)C 1-(azetidin-3-yl)-N,N-dimethylcyclopropane-1-amine